ClC1=CC=C(S1)CNC1=C(C(=NN1C(=O)C1=CSC=C1)C1C(N(C1)S(=O)(=O)N1CCCC1)C)C N-[(5-Chlorothiophen-2-yl)methyl]-4-methyl-3-[2-methyl-1-(pyrrolidin-1-sulfonyl)azetidin-3-yl]-1-(thiophen-3-carbonyl)-1H-pyrazol-5-amin